C(C)(C)C1=C(C=C(C=C1)C)N1/C(/SCC1=O)=N/C(OC1=CC=C(C=C1)[N+](=O)[O-])=O 4-nitrophenyl (Z)-(3-(2-isopropyl-5-methylphenyl)-4-oxothiazolidin-2-ylidene)carbamate